N-(5-(1-(cyclopropylmethyl)-6-((5-methylthiazol-2-yl)amino)-1H-pyrrolo[3,2-c]pyridin-4-yl)-2-fluorophenyl)acrylamide C1(CC1)CN1C=CC=2C(=NC(=CC21)NC=2SC(=CN2)C)C=2C=CC(=C(C2)NC(C=C)=O)F